C1(CC1)CN1C(=CC2=CC=C(C=C12)C=1C=NC=CC1)C1=NC2=C(N1C)C(=CC(=C2)C(=O)N2[C@@H]1CC[C@H](C2)[C@H]1N)OC (1R,4R,7R)-2-{2-[1-(cyclopropylmethyl)-6-(pyridin-3-yl)-1H-indol-2-yl]-7-methoxy-1-methyl-1H-1,3-benzodiazole-5-carbonyl}-2-azabicyclo[2.2.1]heptan-7-amine